NCC=1C=C(C=CC1)N1N=C(C=C1C(=O)NC1=CC(=CC=C1)C(C1=CC=CC=C1)NC(CO)C)C(F)(F)F 1-(3-(aminomethyl)phenyl)-N-(3-(((1-hydroxypropan-2-yl)amino)(phenyl)methyl)phenyl)-3-(trifluoromethyl)-1H-pyrazole-5-carboxamide